glycylglycinyl-L-phenylalanine NCC(=O)NCC(=O)N[C@@H](CC1=CC=CC=C1)C(=O)O